[N+](=O)([O-])C1C(CCCC1)=O 2-nitrocyclohexanone